methacryloxy-heptacosane C(C(=C)C)(=O)OCCCCCCCCCCCCCCCCCCCCCCCCCCC